3-[(4-{3-(cyanomethyl)-3-[4-(7H-pyrrolo[2,3-d]pyrimidin-4-yl)-1H-pyrazol-1-yl]azetidin-1-yl}piperidin-1-yl)sulfonyl]benzonitrile C(#N)CC1(CN(C1)C1CCN(CC1)S(=O)(=O)C=1C=C(C#N)C=CC1)N1N=CC(=C1)C=1C2=C(N=CN1)NC=C2